C(C)(C)(C)OC(NC1CCC(CC1)COCC1=CC=NC=C1)=O ((1R,4r)-4-((pyridin-4-ylmethoxy)methyl)cyclohexyl)carbamic acid tert-butyl ester